Methyl-(8S)-8-(1-(difluoromethyl)-1H-pyrazol-3-yl)-2-fluoro-8-methyl-7,8-dihydro-6H-cyclopenta[e]pyrazolo[1,5-a]pyrimidine-6-carboxylic acid CC=1C(=NN2C1N=CC1=C2[C@@](CC1C(=O)O)(C)C1=NN(C=C1)C(F)F)F